2,2-dimethyl-7-bromoheptanoic acid methyl ester COC(C(CCCCCBr)(C)C)=O